2'-chloro-N-[5-(3-hydroxyazetidin-1-yl)-[1,3]thiazolo[5,4-d]pyrimidin-2-yl]-5'-methoxy-6-methyl-[4,4'-bipyridine]-3-carboxamide ClC1=NC=C(C(=C1)C1=C(C=NC(=C1)C)C(=O)NC=1SC=2N=C(N=CC2N1)N1CC(C1)O)OC